(2S)-2-cyclopentyl-2-(9H-fluoren-9-yl-methoxycarbonyl-amino)acetic acid C1(CCCC1)[C@@H](C(=O)O)N(C(=O)OC)C1C2=CC=CC=C2C=2C=CC=CC12